C1(=CC=C(C=C1)C=1SC2=C(N1)C=CC=C2)C=2SC1=C(N2)C=CC=C1 p-phenylenbenzobisthiazol